6-(((6-nitrobenzo[d]oxazol-2-yl)methyl)thio)-1-(tetrahydro-2H-pyran-4-yl)-1,5-dihydro-4H-pyrazolo[3,4-d]pyrimidin-4-one [N+](=O)([O-])C1=CC2=C(N=C(O2)CSC=2NC(C3=C(N2)N(N=C3)C3CCOCC3)=O)C=C1